C(C=C)(=O)N1CC(CCC1C)N(C1=C2C(=NC=C1C(=O)OC)NC=C2)C methyl 4-((1-acryloyl-6-methylpiperidin-3-yl)(methyl)amino)-1H-pyrrolo[2,3-b]pyridine-5-carboxylate